lanthanum barium strontium titanium tin [Sn].[Ti].[Sr].[Ba].[La]